5,6,7,8-tetrahydronaphthaldehyde C1(=CC=CC=2CCCCC12)C=O